NC=1C=C2C(=NC1C(=O)OC)N(C(=C2C#N)C)C methyl 5-amino-3-cyano-1,2-dimethyl-1H-pyrrolo[2,3-b]pyridine-6-carboxylate